N1CC(C1)OC=1C=CC(=C(C(=O)NC(C)C2=CC=CC3=CC=CC=C23)C1)C 5-(Azetidin-3-yloxy)-2-methyl-N-(1-(naphthalen-1-yl)ethyl)benzamide